hydroxy-5,12-dimethyl-1,5,8,12-tetraazabicyclo[6.6.2]hexadecane OC1N2CCN(CCCN(CCN(CC1)C)CC2)C